N(=[N+]=[N-])C(C)(C)C1=CN=CC2=CN=C(C=C12)Cl 4-(2-azidopropan-2-yl)-6-chloro-2,7-naphthyridine